C[Si](O[C@@H]1C([C@@H]2CC[C@H]3[C@@H]4CC[C@H]([C@@H](CCCC(C)(C)O)C)[C@]4(CC[C@@H]3[C@]2(CC1)C)C)C=O)(C(C)(C)C)C 3β-{[dimethyl(2-methylprop-2-yl)silyl]oxy}-25-hydroxy-5α-cholestane-4-carboxaldehyde